OC(\C=C/CCCCCCCC(=O)OC)C#C[Si](C)(C)C methyl (Z)-11-hydroxy-13-(trimethylsilyl)tridec-9-en-12-ynoate